4-((2-hydroxy-4-((4-((4-hydroxy-2-methoxy-6-methylbenzoyl)oxy)-2,3,5,6-tetramethylbenzoyl)oxy)-3,6-dimethylbenzoyl)oxy)-6-methoxy-2,3-dimethylbenzoic acid OC1=C(C(=O)OC2=C(C(=C(C(=O)O)C(=C2)OC)C)C)C(=CC(=C1C)OC(C1=C(C(=C(C(=C1C)C)OC(C1=C(C=C(C=C1C)O)OC)=O)C)C)=O)C